4-p-chlorophenyl-2,6-di(2-pyrazinyl)pyridine ClC1=CC=C(C=C1)C1=CC(=NC(=C1)C1=NC=CN=C1)C1=NC=CN=C1